C(C)(C)(C)OC(=O)N[C@@H](CC(=O)OCC)C=1C=C(C=C(C1F)C)C1=C(C=C(C=C1C)C1COC1)OCC1=CC(=C(C=C1)OC)OC ethyl (3S)-3-[(tert-butoxycarbonyl)amino]-3-{2'-[(3,4-dimethoxyphenyl)methoxy]-4-fluoro-5,6'-dimethyl-4'-(oxetan-3-yl)-[1,1'-biphenyl]-3-yl}propanoate